(3S,4S,5R)-3-(3-chloro-2-methoxyphenyl)-4,5-dimethyl-5-(trifluoromethyl)dihydrofuran-2(3H)-one ClC=1C(=C(C=CC1)[C@H]1C(O[C@]([C@H]1C)(C(F)(F)F)C)=O)OC